3-(6-(((4-(((adamantan-1-yl)amino)methyl)thiazol-2-yl)(methyl)amino)methyl)-2-oxobenzo[cd]indol-1(2H)-yl)piperidine-2,6-dione C12(CC3CC(CC(C1)C3)C2)NCC=2N=C(SC2)N(C)CC=2C=3C1=C(C(N(C1=CC2)C2C(NC(CC2)=O)=O)=O)C=CC3